(P)-1-(5-chloro-2-methoxy-4-((1R,2R)-2-(trifluoromethyl)cyclopropyl)phenyl)-2-oxo-N-(pyrimidin-2-yl)-1,2-dihydroquinoline-6-sulfonamide ClC=1C(=CC(=C(C1)N1C(C=CC2=CC(=CC=C12)S(=O)(=O)NC1=NC=CC=N1)=O)OC)[C@H]1[C@@H](C1)C(F)(F)F